dicarbane ethyl-2-(6-bromo-7-methoxy-4-oxo-isothiochroman-3-yl)-2-oxo-acetate C(C)OC(C(=O)C1SCC2=CC(=C(C=C2C1=O)Br)OC)=O.CC